CC1(OC(C2=C1C=C(C=C2)NC2=NC=C(C(=N2)N[C@H](CO)C2=CC=CC=C2)C(=O)N[C@@H]2[C@H](C2)C2=CC=CC=C2)=O)C 2-[(3,3-dimethyl-1-oxo-1,3-dihydro-2-benzofuran-5-yl)amino]-4-{[(1S)-2-hydroxy-1-phenylethyl]amino}-N-[(1S,2r)-2-phenylcyclopropyl]pyrimidine-5-carboxamide